[Mg+2].[Ca+2].O[C@@H](CC(=O)[O-])C.O[C@@H](CC(=O)[O-])C.O[C@@H](CC(=O)[O-])C.O[C@@H](CC(=O)[O-])C (R)-3-hydroxybutanoic acid calcium magnesium salt